epoxy-carboxylic acid C1(=O)OO1